ClC=1C=C(C=CC1OC(C)C)C=1C=NC(=NC1)CNC1=CC(=NC(=C1)C(F)(F)F)C=1C=NNC1 N-((5-(3-Chloro-4-isopropoxyphenyl)pyrimidin-2-yl)methyl)-2-(1H-pyrazol-4-yl)-6-(trifluoromethyl)pyridin-4-amine